ICCCCCNC(=O)C1CCN(CC1)C(=O)OC(C)(C)C tert-Butyl 4-((5-iodopentyl)carbamoyl)piperidine-1-carboxylate